1-(1H-indol-6-yl)-5,6,7-trimethoxy-2,3-dihydroquinolin-4(1H)-one N1C=CC2=CC=C(C=C12)N1CCC(C2=C(C(=C(C=C12)OC)OC)OC)=O